O1CCOC12CCC(CC2)C=2SC(=CN2)CNC(=O)C2=CC1=C(S(C3=C(C(N1)=O)C=CC=C3)(=O)=O)C=C2 N-((2-(1,4-dioxaspiro[4.5]decan-8-yl)thiazol-5-yl)methyl)-11-oxo-10,11-dihydrodibenzo[b,f][1,4]thiazepine-8-carboxamide 5,5-dioxide